4-chloro-3-(trifluoromethoxy)benzoic acid ClC1=C(C=C(C(=O)O)C=C1)OC(F)(F)F